5-chloro-pyrazolo[1,5-a]Pyrimidine-3-carboxylic acid [5-(5-chloro-2-difluoromethoxy-phenyl)-1-(2-trimethylsilyl-ethoxymethyl)-1H-pyrazol-4-yl]Amide ClC=1C=CC(=C(C1)C1=C(C=NN1COCC[Si](C)(C)C)NC(=O)C=1C=NN2C1N=C(C=C2)Cl)OC(F)F